tert-butylchlorodi-phenylsilane C(C)(C)(C)[Si](C1=CC=CC=C1)(C1=CC=CC=C1)Cl